C1(=C2N(C=N1)CCC2)C(C(=O)OCC)N2CC1=C(C=C(C=C1C2=O)C2=CC=C(C=C2)N2CC1(CN(C1)C(=O)OC(C)(C)C)C2)F tert-butyl 6-[4-[2-[1-(6,7-dihydro-5H-pyrrolo[1,2-c]imidazol-1-yl)-2-ethoxy-2-oxo-ethyl]-7-fluoro-3-oxo-isoindolin-5-yl] phenyl]-2,6-diazaspiro[3.3]heptane-2-carboxylate